C(C)(C)(C)[Si](C)(C)O[C@@H](CC)C#CC#C[C@H]1OC(O[C@@H]1CCCCCCCC)(C)C tert-butyl(((S)-7-((4R,5R)-2,2-dimethyl-5-octyl-1,3-dioxolan-4-yl)hepta-4,6-diyn-3-yl)oxy)dimethylsilane